FC1=CC=C2CCN(C2=C1)C(C)=O 1-(6-fluoroindoline-1-yl)ethan-1-one